BrC1=CC(=NC2=C1N=C(N(C2=O)C)N2CCC(CC2)(F)F)Cl 8-bromo-6-chloro-2-(4,4-difluoropiperidin-1-yl)-3-methylpyrido[3,2-d]pyrimidin-4(3H)-one